2',3-dichloro-4-((1S,2S)-2-(1-(difluoromethyl)-1H-pyrazol-4-yl)cyclopropyl)-5',6-dimethyl-2H-[1,4'-bipyridin]-2-one ClC1=NC=C(C(=C1)N1C(C(=C(C=C1C)[C@@H]1[C@H](C1)C=1C=NN(C1)C(F)F)Cl)=O)C